5-[4-[(3S)-1-(3-fluoropropyl)pyrrolidin-3-yl]oxyphenyl]-6-[4-fluoro-2-(trifluoromethyl)phenyl]-8,9-dihydro-7H-benzo[7]annulen-2-ol FCCCN1C[C@H](CC1)OC1=CC=C(C=C1)C1=C(CCCC2=C1C=CC(=C2)O)C2=C(C=C(C=C2)F)C(F)(F)F